COC1=CC=C(CC2=C(NC=3N(C2=O)N=C(C3N3CCCCC3)C3=CC=CC=C3)C)C=C1 6-(4-Methoxybenzyl)-5-methyl-2-phenyl-3-(piperidin-1-yl)pyrazolo[1,5-a]pyrimidin-7(4H)-one